(4,4,5,5-tetramethyl-1,3,2-dioxaborolan-2-yl)-3,6-dihydro-2H-pyridine-1-carboxylate CC1(OB(OC1(C)C)C1N(CC=CC1)C(=O)[O-])C